1-(3,4-dihydroxy-5-(hydroxymethyl)tetrahydrofuran-2-yl)-4-(hydroxyamino)pyrimidin-2-one OC1C(OC(C1O)CO)N1C(N=C(C=C1)NO)=O